ethyl 1-(2-aminoethyl)-1H-imidazole-4-carboxylate NCCN1C=NC(=C1)C(=O)OCC